1-(4-cyclopropylpyridin-2-yl)-5-(trifluoromethyl)-1H-pyrazole-4-carboxylic acid C1(CC1)C1=CC(=NC=C1)N1N=CC(=C1C(F)(F)F)C(=O)O